O=C1NC(CCC1C=1C=NN2C1C=C(C=C2)C#CCNC(OC(C)(C)C)=O)=O tert-butyl (3-(3-(2,6-dioxopiperidin-3-yl)pyrazolo[1,5-a]pyridin-5-yl)prop-2-yn-1-yl)carbamate